ClC1=CC(=C(C(=O)NC=2C=[N+](C=CC2)[O-])C=C1Cl)OC1=CC=C(C=C1)SC(F)(F)F 3-(4,5-dichloro-2-(4-((trifluoromethyl)thio)phenoxy)benzamido)pyridine 1-oxide